2-(2-(3,4-dihydro-2H-pyran-6-yl)-5-fluorophenyl)acetic acid methyl ester COC(CC1=C(C=CC(=C1)F)C1=CCCCO1)=O